P(=O)(O)(O)OC[C@@H]1[C@H]([C@H]([C@@H](O1)N1C=NC=2C(=O)NC(N)=NC12)Br)O 2'-bromo-deoxyguanosine monophosphate